ClC1=C(C=C(C=C1)B(O)O)C(NC1CC1)=O 4-CHLORO-3-(CYCLOPROPYLCARBAMOYL)PHENYLBORONIC ACID